1-Benzyl-3,4-dimethyl-3-((benzylseleno)methyl)-5-(thiophen-2-yl)-1H-pyrrol-2(3H)-one C(C1=CC=CC=C1)N1C(C(C(=C1C=1SC=CC1)C)(C[Se]CC1=CC=CC=C1)C)=O